NC=1C=C(C(=C(C1)O)Cl)OC 5-amino-2-chloro-3-methoxy-phenol